C(#N)C1CC2(C1)C[C@H](N(CC2)CC2=C1C=CNC1=C(C=C2OC)C)C2=CC=C(C(=O)NCC1=CC(NC=C1)=O)C=C2 4-((2R,4s,6S)-2-cyano-7-((5-methoxy-7-methyl-1H-indol-4-yl)methyl)-7-azaspiro[3.5]nonan-6-yl)-N-((2-oxo-1,2-dihydropyridin-4-yl)methyl)benzamide